FC1=CC=C(C=C1)C(=O)N1[C@@H](C=2N(CC1)C(=NN2)C2=NC(=NS2)OC([2H])([2H])[2H])C (R)-(4-fluorophenyl)(3-(3-(methoxy-d3)-1,2,4-thiadiazol-5-yl)-8-methyl-5,6-dihydro-[1,2,4]triazolo[4,3-a]pyrazin-7(8H)-yl)methanone